(2-(1-(6,7-dimethoxyquinolin-4-yl)azetidin-3-yl)ethyl)sulfamide COC=1C=C2C(=CC=NC2=CC1OC)N1CC(C1)CCNS(=O)(=O)N